C1(CC1)(CO)CO 1-cyclopropanedimethanol